C1(=C(C(=CC=C1)OCCCCCCCCCCCO)OCCCCCCCCCCCO)OCCCCCCCCCCCO 11,11',11''-(benzene-1,2,3-triyltris(oxy))tris(undecan-1-ol)